(3,5-dichloro-4-fluorophenyl)cyclopropane-1-carbonitrile ClC=1C=C(C=C(C1F)Cl)C1(CC1)C#N